N-benzylquinolinium C(C1=CC=CC=C1)[N+]1=CC=CC2=CC=CC=C12